ClC1=CC=C2C(=CC(=NC2=C1)C=1C=CNC1)N1C=NC=C1 4-(7-chloro-4-(1H-imidazol-1-yl)quinolin-2-yl)-1H-pyrrole